[N+](#[C-])C(C1=CC=CC=C1)(C1=CC=CC=C1)C1=CC=CC=C1 (isocyanomethanetriyl)tribenzene